5-Chloro-3-methyl-2-{7-[(1-methylazetidin-3-yl)methyl]-7H-pyrrolo[2,3-c]pyridazin-3-yl}phenol hydrochloride Cl.ClC=1C=C(C(=C(C1)O)C1=CC2=C(N=N1)N(C=C2)CC2CN(C2)C)C